FC=1C=C2C(=NC(=NC2=CC1)C(F)(F)F)N1CC=2C=C(C=NC2CC1)C(F)(F)F 6-fluoro-2-(trifluoromethyl)-4-[3-(trifluoromethyl)-7,8-dihydro-5H-1,6-naphthyridin-6-yl]quinazoline